C(C)(C)(C)OC(=O)N(C1=C(C(=NN1[C@H]1C[C@H](N(C1)C(=O)OC(C)(C)C)CF)C#C)C#N)C Tert-butyl (2S,4S)-4-{5-[(tert-butoxycarbonyl)(methyl)amino]-4-cyano-3-ethynylpyrazol-1-yl}-2-(fluoromethyl)pyrrolidine-1-carboxylate